COC=1C=C(CNC(OC)=O)C=C(C1OC)OC Methyl (3,4,5-trimethoxybenzyl)carbamate